C(\C=C\CC\C=C/CC)=O (2E,6Z)-2,6-Nonadienal